NC1=NC=CC(=C1)SC=1N=CC=NC1 5-((2-aminopyridin-4-yl)thio)pyrazine